[Cl-].C(C=C)(=O)NCCC[N+](C)(C)C Acrylamidopropyl-tri-methylammonium chlorid